NC=1C=2N(C3=CC(=CC=C3N1)C(=O)N([C@@H]1CCC3=C1C=NC(=C3)C(F)(F)F)C)C=NC2 (R)-4-amino-N-methyl-N-(3-(trifluoromethyl)-6,7-dihydro-5H-cyclopenta[c]pyridin-7-yl)imidazo[1,5-a]quinoxaline-8-carboxamide